C1=CC=CC=2C3=CC=CC=C3N(C12)C=1C(=C(C(=C(C1[2H])OB(O)O)[2H])[2H])[2H] [5-(9H-carbazol-9-yl)phenyl-2,3,4,6-d4]boric acid